4-(5-Chlorofuran-2-yl)-1,3-bis(2,4-difluorophenyl)-N-(2-methoxyethyl)-5-methyl-4,5-dihydro-1H-pyrazole-5-carboxamide ClC1=CC=C(O1)C1C(=NN(C1(C(=O)NCCOC)C)C1=C(C=C(C=C1)F)F)C1=C(C=C(C=C1)F)F